ethyl 2-[3-(1-acetylazepan-4-yl)-5'-fluoro-1'-methyl-[4,6'-biindazol]-1-yl]acetate C(C)(=O)N1CCC(CCC1)C1=NN(C=2C=CC=C(C12)C1=C(C=C2C=NN(C2=C1)C)F)CC(=O)OCC